C(C)OC(CC(C=1SC=C(N1)CCCC1=NC=2NCCCC2C=C1)N1N=C(C=C1C)C)=O 3-(3,5-dimethyl-1H-pyrazol-1-yl)-3-(4-(3-(5,6,7,8-tetrahydro-1,8-naphthyridin-2-yl)propyl)thiazol-2-yl)propionic acid ethyl ester